tert-butyl (R)-(5-(2,2-dimethyl-4,6-dioxo-1,3-dioxan-5-yl)-5-oxo-1-phenylpentan-2-yl)carbamate CC1(OC(C(C(O1)=O)C(CC[C@H](CC1=CC=CC=C1)NC(OC(C)(C)C)=O)=O)=O)C